FC(C=1N=C(OC1C=O)COC)F (4-(difluoromethyl)-2-(methoxymethyl)oxazol-5-yl)methanone